C(CCC)NC=1C2=C(N=C(N1)NC(=O)OC)C(=NN2CC2=NC=C(C(=O)OC)C=C2OC)I methyl 6-((7-(butylamino)-3-iodo-5-((methoxycarbonyl)amino)-1H-pyrazolo[4,3-d]pyrimidin-1-yl)methyl)-5-methoxynicotinate